3-[4-(2,3-dimethoxybenzoyl)aminophenyl]propionic acid COC1=C(C(=O)NC2=CC=C(C=C2)CCC(=O)O)C=CC=C1OC